O1[C@H](COCC1)NC1=C(C=C(C=C1)S(=O)(=O)N)[N+](=O)[O-] (R)-4-((1,4-dioxan-2-yl)amino)-3-nitrobenzenesulfonamide